7-benzyloxy-5-propionyl-6,7-dihydro-5H-pyrrolo[1,2-b][1,2,4]triazole-2-carboxylic acid ethyl ester C(C)OC(=O)C=1N=C2N(N1)C(CC2OCC2=CC=CC=C2)C(CC)=O